(cyclobutyl)(dimethylphenyl)quinoline C1(CCC1)C=1C(=NC2=CC=CC=C2C1)C1=C(C(=CC=C1)C)C